N-(3-(3-(6-bromo-7-(((S)-1-(ethyl-sulfonyl)pyrrolidine-3-yl)amino)-1H-imidazo[4,5-b]pyridine-2-yl)-2,5-dimethyl-1H-pyrrol-1-yl)-4-methylphenyl)-2-(dimethylamino)acetamide BrC=1C(=C2C(=NC1)N=C(N2)C2=C(N(C(=C2)C)C=2C=C(C=CC2C)NC(CN(C)C)=O)C)N[C@@H]2CN(CC2)S(=O)(=O)CC